ClC=1C=C(C=CC1F)NC(=O)C=1N(C=C2C1CCC2NS(=O)(=O)C2CC2)C N-(3-Chloro-4-fluorophenyl)-4-(cyclopropanesulfonamido)-2-methyl-2,4,5,6-tetrahydrocyclopenta[c]pyrrole-1-carboxamide